1-[4-Amino-2-ethyl-7-(pyridin-4-yl)-1H-imidazo[4,5-c]-chinolin-1-yl]-2-methylpropan-2-ol NC1=NC=2C=C(C=CC2C2=C1N=C(N2CC(C)(O)C)CC)C2=CC=NC=C2